4-(4-cyano-2-methoxyphenyl)-5-ethoxy-2-methyl-1H,4H-benzo[h]-1,6-naphthyridine-3-carbonitrile C(#N)C1=CC(=C(C=C1)C1C(=C(NC2=C3C(=NC(=C12)OCC)C=CC=C3)C)C#N)OC